C(C)(C)NC1=NC(=NC(=N1)NC1=CC(=NC=C1)NC(C)C)C1=CC=CC=C1 N2-isopropyl-N4-(2-(isopropylamino)pyridin-4-yl)-6-phenyl-1,3,5-triazine-2,4-diamine